9H-fluoren-9-yl (S)-N-benzyl-P-methylphosphonamidate C(C1=CC=CC=C1)N[P@](OC1C2=CC=CC=C2C=2C=CC=CC12)(=O)C